[Co].[Cs] cesium-cobalt